N1=CC=C(C=C1)C1=CC2=C(N=C(S2)NC2=NC=CC(=C2)N2CCN(CC2)CCC(F)(F)F)C=C1 6-(pyridin-4-yl)-N-(4-(4-(3,3,3-trifluoropropyl)-piperazin-1-yl)pyridin-2-yl)benzo[d]thiazol-2-amine